1,8-dimethyl-5-[[rac-(1R)-1-[3-(difluoromethyl)-phenyl]ethyl]amino]-3-tetrahydropyran-4-yl-pyrido[2,3-d]pyridazin-2-one CN1C(C(=CC=2C1=C(N=NC2N[C@H](C)C2=CC(=CC=C2)C(F)F)C)C2CCOCC2)=O |r|